ClC1=C(N=C(C=2C(N3[C@@H](COC21)CN(CC3)C(=O)[O-])=O)N3C(CC(C3)O)(C)C)C3=C(C=CC=C3)F (6aR)-4-chloro-3-(2-fluorophenyl)-1-(4-hydroxy-2,2-dimethylpyrrolidin-1-yl)-12-oxo-6a,7,9,10-tetrahydro-6H-pyrazino[2,1-c]pyrido[3,4-f][1,4]oxazepine-8(12H)-carboxylate